C(#N)C1(CC1)NS(=O)(=O)C1=CC=C2C3=C(N(C2=C1)C=1SC(=NN1)C(F)F)N=CN=C3N3CC1CN(CC1C3)C(=O)C3(CC3)C N-(1-Cyanocyclopropyl)-9-(5-(difluoromethyl)-1,3,4-thiadiazol-2-yl)-4-(5-(1-methylcyclopropane-1-carbonyl)hexahydropyrrolo[3,4-c]pyrrol-2(1H)-yl)-9H-pyrimido[4,5-b]indole-7-sulfonamide